C(C1=CC=CC=C1)NC(N(C1=NC=C(C=C1)C=1C=NN(C1)C)[C@@H]1CC[C@H](CC1)NC1=NC=C(C(=N1)NC1CC(CCC1)O)C#N)=O 3-benzyl-1-(trans-4-((5-cyano-4-((3-hydroxycyclohexyl)amino)-pyrimidin-2-yl)amino)cyclohexyl)-1-(5-(1-methyl-1H-pyrazol-4-yl)pyridin-2-yl)urea